1-methyl-6-(trifluoromethyl)-pyrimidine-2,4-dione CN1C(NC(C=C1C(F)(F)F)=O)=O